Cl.ClCC1=NC=C(C(=C1C)OC)C 2-chloromethyl-4-methoxy-3,5-lutidine hydrochloride